ClC1=C2C(=C(NC2=CC=C1Cl)C(=O)OCC)F ethyl 4,5-dichloro-3-fluoro-1H-indole-2-carboxylate